3'-O-benzoylguanosine C(C1=CC=CC=C1)(=O)O[C@H]1[C@H]([C@@H](O[C@@H]1CO)N1C=NC=2C(=O)NC(N)=NC12)O